O=C1CN(CC1)C1=NC=CC(=N1)NC(=O)NC=1C=C(C=CC1)C1=CC=C(C=C1)C1=C(C=CC=C1)C(F)(F)F 1-(2-(3-oxopyrrolidin-1-yl)pyrimidin-4-yl)-3-(4'-(trifluoromethylphenyl)-[1,1'-biphenyl]-3-yl)urea